BrCCCCCCCCCCCOC1OCCCC1 2-((11-bromoundecyl)oxy)tetrahydro-2H-pyrane